F[C@H]1[C@H](C1)C(=O)NC1=NC=NC(=C1)C1=NC=CN=C1NC=1C=NC(=CC1C)C(CC)=O (1R,2R)-2-fluoro-N-(6-(3-((4-methyl-6-propionylpyridin-3-yl)amino)pyrazin-2-yl)pyrimidin-4-yl)cyclopropane-1-carboxamide